C1(CC1)CNC1=CC(=C(C=C1)S(=O)(=O)N1CCOCC1)F N-(cyclopropylmethyl)-3-fluoro-4-(morpholine-4-sulfonyl)aniline